FC1=C(C=CC=C1B1OC(C(O1)(C)C)(C)C)N1N=C(C(=C1C)C)C 1-(2-fluoro-3-(4,4,5,5-tetramethyl-1,3,2-dioxaborolan-2-yl)phenyl)-3,4,5-trimethyl-1H-pyrazole